tert-butyl 2-[5-(2-methyl-1,3-dioxolan-2-yl)-2-pyridyl]acetate CC1(OCCO1)C=1C=CC(=NC1)CC(=O)OC(C)(C)C